COC=1C=C2C(=NC(=NC2=CC1OC)N1N=CC(=C1)C=1C=NC=CC1)C1=CC=C(C=C1)C(C)=O 1-(4-(6,7-dimethoxy-2-(4-(pyridin-3-yl)-1H-pyrazol-1-yl)quinazolin-4-yl)phenyl)ethanone